((L-valyloxy) methyl)-2-(4-aminopyrrolo[2,1-f][1,2,4]triazin-7-yl)-2-cyanotetrahydrofuran-3,4-diylbis(2-methylpropionate) N[C@@H](C(C)C)C(=O)OCOC(C(C)(C)C1C(OCC1C(C(=O)[O-])(C)C)(C#N)C1=CC=C2C(=NC=NN21)N)=O